C(C)(C)(C)OC(N[C@@H](CCC(N)=O)[C@@H](C)OCC1=CC(=CC=C1)Br)=O.FC=1C=C(COC=2C=C(C=CC2C)[C@@H]2NOCC2)C=CC1 (R)-3-(3-((3-fluorobenzyl)oxy)-4-methylphenyl)isoxazolidine Tert-butyl-N-[(3S,4R)-4-[(3-bromophenyl)methoxy]-1-carbamoylpentan-3-yl]carbamate